tert-butyl 4-((4-(4-((9-((1s,3s)-3-(2-phenylacetamido)cyclobutyl)-9H-purin-6-yl)amino)phenyl)piperazin-1-yl)methyl)piperidine-1-carboxylate C1(=CC=CC=C1)CC(=O)NC1CC(C1)N1C2=NC=NC(=C2N=C1)NC1=CC=C(C=C1)N1CCN(CC1)CC1CCN(CC1)C(=O)OC(C)(C)C